6-(4-((3R,5S)-4-acryloyl-5-(difluoromethyl)morpholin-3-yl)-6-chloropyridin-2-yl)pyrimidine-4-carboxamide C(C=C)(=O)N1[C@@H](COC[C@H]1C(F)F)C1=CC(=NC(=C1)Cl)C1=CC(=NC=N1)C(=O)N